FC(C=1C(=C(C=CC1)[C@H](C)NC1=NC(=NC2=C3C(=C(C=C12)C1(CCC(CC1)C(=O)N(C)C[C@H](C)O)O)OCC3)C)F)F (1S,4R)-4-(4-(((R)-1-(3-(difluoromethyl)-2-fluorophenyl)ethyl)amino)-2-methyl-8,9-dihydrofuro[2,3-h]quinazolin-6-yl)-4-hydroxy-N-((S)-2-hydroxypropyl)-N-methylcyclohexanecarboxamide